6'-{3-[2-(quinolin-6-yl)acetamido]propoxy}-2',3'-dihydrospiro[cyclohexane-1,1'-indene]-4-carboxylic acid N1=CC=CC2=CC(=CC=C12)CC(=O)NCCCOC1=CC=C2CCC3(C2=C1)CCC(CC3)C(=O)O